OC1=CC2=C(N(C=N2)C=2C=NC3=CC=CC(=C3N2)N2CCC(CC2)NC(OC(C)(C)C)=O)C=C1 tert-butyl N-[1-[3-(5-hydroxybenzimidazol-1-yl)quinoxalin-5-yl]-4-piperidyl]carbamate